[O-]S(=O)(=O)C(F)(F)F.C(C)OCC[N+](C)(C)C 2-Ethoxyethyltrimethylammonium triflate